3-methyl-2-(2-methylpyridin-4-yl)-1H-indole CC1=C(NC2=CC=CC=C12)C1=CC(=NC=C1)C